C(#N)C(CCC(=O)O)(C)SC(=S)SCCCCCCCCCCCC 4-cyano-4-((dodecylsulfanylthiocarbonyl)sulfanyl)pentanoic acid